Cl.FC1(CC(C1)N(C(C(F)(F)F)=O)[C@H]1C[C@H](NCC1)C1=CC=CC=C1)F N-(3,3-difluorocyclobutyl)-2,2,2-trifluoro-N-((2S,4R)-2-phenylpiperidin-4-yl)acetamide hydrochloride